COC(C1CCN(CC1)C1=CC=C(C=C1)[C@H]1[C@H](CCC2=CC(=CC=C12)O)C1=CC=C(C=C1)O)OC (1R,2S)-1-[4-[4-(dimethoxymethyl)-1-piperidyl]phenyl]-2-(4-hydroxyphenyl)tetralin-6-ol